C[Si](C#CC1=CN=CS1)(C)C trimethyl-(2-thiazol-5-ylethynyl)silane